(R)-methyl ((1-((2-(3,5-dichlorophenyl)-6-((2-(4-(2-hydroxypropyl)piperazin-1-yl)pyrimidin-5-yl)oxy)pyridin-4-yl)methyl)piperidin-4-yl)methyl)carbamate ClC=1C=C(C=C(C1)Cl)C1=NC(=CC(=C1)CN1CCC(CC1)CNC(OC)=O)OC=1C=NC(=NC1)N1CCN(CC1)C[C@@H](C)O